FC(COC1=CC=C(C=N1)CNC(=O)NCCC1(CC1)C(F)(F)F)(F)F 1-((6-(2,2,2-Trifluoroethoxy)pyridin-3-yl)methyl)-3-(2-(1-(trifluoromethyl)cyclopropyl)ethyl)urea